CC=1C=2N(C=CC1C1CCNCC1)C(=CN2)N2C(NC(CC2)=O)=O 1-[8-methyl-7-(4-piperidinyl)imidazo[1,2-a]pyridin-3-yl]hexahydropyrimidine-2,4-dione